(7-{[2-(4-chlorophenyl)imidazo[1,2-a]pyridin-3-yl]methyl}-3-oxa-7,9-diazabicyclo[3.3.1]non-9-yl)(2-isopropylphenyl)methanone ClC1=CC=C(C=C1)C=1N=C2N(C=CC=C2)C1CN1CC2COCC(C1)N2C(=O)C2=C(C=CC=C2)C(C)C